2-(4-(4-(4-chloroquinolin-6-yl)-3-fluorobenzyl)piperazin-1-yl)ethanol ClC1=CC=NC2=CC=C(C=C12)C1=C(C=C(CN2CCN(CC2)CCO)C=C1)F